dodecylbromodiphenylethane C(CCCCCCCCCCC)CC(C1=CC=CC=C1)(C1=CC=CC=C1)Br